5-ethynyl-2-methoxy-pyridine C(#C)C=1C=CC(=NC1)OC